C(C)(C)(C)OC(=O)N1CCC(=CC1)C1=NN2C(C(=CC(=C2)C(F)(F)F)Cl)=N1.C(C1CO1)CO[Si](OC)(OC)OCCC glycidyl-propoxytrimethoxysilane Tert-butyl-4-[8-chloro-6-(trifluoromethyl)-[1,2,4]triazolo[1,5-a]pyridin-2-yl]-1,2,3,6-tetrahydropyridine-1-carboxylate